3-(2,4-difluorophenoxy)-7-(2,2,2-trifluoro-1-(piperidin-1-yl)ethyl)-1,6-naphthyridine FC1=C(OC=2C=NC3=CC(=NC=C3C2)C(C(F)(F)F)N2CCCCC2)C=CC(=C1)F